[Os](=[Te])=[Te] osmium ditelluride